2-({3-chloro-2-[(4-chloro-2-fluorophenyl)methoxy]-6,8-dihydro-5H-1,7-naphthyridin-7-yl}methyl)-3-[(1-cyanocyclopropyl)methyl]-1,3-benzodiazole-5-carboxylic acid methyl ester COC(=O)C1=CC2=C(N=C(N2CC2(CC2)C#N)CN2CCC=3C=C(C(=NC3C2)OCC2=C(C=C(C=C2)Cl)F)Cl)C=C1